(12AR)-9-bromo-8-chloro-6-oxo-3,4,12,12a-tetrahydro-6H-pyrazino[2,1-c][1,4]benzoxazepine-2(1H)-carboxylic acid tert-butyl ester C(C)(C)(C)OC(=O)N1C[C@@H]2COC3=C(C(N2CC1)=O)C=C(C(=C3)Br)Cl